(hexyl)dimethylsilane C(CCCCC)[SiH](C)C